N-(2-aminophenyl)-4-(2-((6-(5-fluoro-6-methoxypyridin-3-yl)-4-methylquinazolin-8-yl)oxy)ethoxy)benzamide NC1=C(C=CC=C1)NC(C1=CC=C(C=C1)OCCOC=1C=C(C=C2C(=NC=NC12)C)C=1C=NC(=C(C1)F)OC)=O